2-(4-((4-(4-Methoxyphenyl)-5-oxo-4,5-dihydro-1H-1,2,4-triazol-1-yl)methyl)-2-methylphenoxy)-2-methylpropionic acid COC1=CC=C(C=C1)N1C=NN(C1=O)CC1=CC(=C(OC(C(=O)O)(C)C)C=C1)C